(Z)-2-[4-(1,2-diphenyl-1-butenyl)phenoxy]-N,N-dimethylethylamine C1(=CC=CC=C1)/C(=C(\CC)/C1=CC=CC=C1)/C1=CC=C(OCCN(C)C)C=C1